C(C)(C)(C)OC(NCC1=NC=NC(=C1)Cl)=O N-[(6-chloropyrimidin-4-yl)methyl]carbamic acid tert-butyl ester